bis[4-(dimethylamino)phenyl](4-(3-methoxypropyl)-3,5-diiodo-phenyl) chloride CN(C1=CC=C(C=C1)C1=C(C(=C(C(=C1Cl)C1=CC=C(C=C1)N(C)C)I)CCCOC)I)C